N-[(2S)-1-(fluoromethoxy)-3-methylbutan-2-yl]-6-{[(1R,2S)-2-(hydroxymethyl)cyclopropyl]methoxy}-5-(3-methoxyazetidin-1-yl)pyridine-2-carboxamide FCOC[C@H](C(C)C)NC(=O)C1=NC(=C(C=C1)N1CC(C1)OC)OC[C@H]1[C@H](C1)CO